4-(aminomethyl)tetrahydropyran-4-ol hydrochloride Cl.NCC1(CCOCC1)O